2-[4-[[4-[1-(2,6-dioxo-3-piperidyl)-3-methyl-2-oxo-benzimidazol-5-yl]-1-piperidyl]methyl]cyclohexyl]-7-isopropoxy-N-[6-(trifluoromethyl)-2-pyridyl]imidazo[1,2-a]pyridine-6-carboxamide O=C1NC(CCC1N1C(N(C2=C1C=CC(=C2)C2CCN(CC2)CC2CCC(CC2)C=2N=C1N(C=C(C(=C1)OC(C)C)C(=O)NC1=NC(=CC=C1)C(F)(F)F)C2)C)=O)=O